COC([C@H]([C@@H]1CC(CCC1)(F)F)NC(=O)OC(C)(C)C)=O.COC1=CC=C(C=C1)C1OCCC1 2-(4-methoxyphenyl)tetrahydrofuran Methyl-(2S)-2-(tert-butoxycarbonylamino)-2-[(1S)-3,3-difluorocyclohexyl]acetate